BrC=1C(=C(C=C(C1C(C1=C(C=CC(=C1)F)Cl)=O)[N+](=O)[O-])NS(=O)(=O)CCl)OC N-(3-bromo-4-(2-chloro-5-fluorobenzoyl)-2-methoxy-5-nitrophenyl)-1-chloromethyl-sulfonamide